FC1=C(C=C(C2=C(C=CC=C12)C#C[Si](C(C)C)(C(C)C)C(C)C)B1OC(C(O1)(C)C)(C)C)NC(OC(C)(C)C)=O tert-butyl (1-fluoro-4-(4,4,5,5-tetramethyl-1,3,2-dioxaborolane-2-yl)-5-((triisopropylsilyl)ethynyl)naphthalen-2-yl)carbamate